5-(((S)-1-((2S,4R)-4-hydroxy-2-((4-(4-methylthiazol-5-yl)benzyl)carbamoyl)pyrrolidin-1-yl)-3,3-dimethyl-1-oxobutan-2-yl)amino)-5-oxopentanoic acid O[C@@H]1C[C@H](N(C1)C([C@H](C(C)(C)C)NC(CCCC(=O)O)=O)=O)C(NCC1=CC=C(C=C1)C1=C(N=CS1)C)=O